FC1=C(C(=C2C=CNC2=C1C)COC1OCCCC1)OC 6-fluoro-5-methoxy-7-methyl-4-(((tetrahydro-2H-pyran-2-yl)oxy)methyl)-1H-indole